BrC=1C=2N(C=C(C1)N(C(C1=CC(=C(C=C1)F)OC)=O)C)C=CN2 N-(8-bromoimidazo[1,2-a]pyridine-6-yl)-4-fluoro-3-methoxy-N-methyl-benzamide